NC([C@H](CC)NC(C([C@@H](CCC)CO)S(=O)(=O)C1=CC=C(C)C=C1)=O)=O (3S)-N-((S)-1-amino-1-oxobutan-2-yl)-3-(hydroxymethyl)-2-p-toluenesulfonylcaproamide